O1CCC12CN(C2)CCC=O 3-{1-oxa-6-azaspiro[3.3]heptan-6-yl}propan-1-one